C(C)OC1=C(C(C1=O)=O)NC=1C=CC(=NC1)C(=O)O 5-((2-ethoxy-3,4-dioxocyclobut-1-en-1-yl)amino)picolinic acid